N-benzoyloxy-1-(4-thiophenylphenyl)-3-cyclopentylpropan-1-one-2-imine C(C1=CC=CC=C1)(=O)ON=C(C(=O)C1=CC=C(C=C1)C=1SC=CC1)CC1CCCC1